(R)-2-(3-fluoropyrrolidin-1-yl)-5-(4,4,5,5-tetramethyl-1,3,2-dioxaborolan-2-yl)pyrazine F[C@H]1CN(CC1)C1=NC=C(N=C1)B1OC(C(O1)(C)C)(C)C